N-[1-[1-[2-[1-(6-Chloro-2-pyridyl)-4-piperidyl]ethyl]-4,5,6,7-tetrahydroindazol-3-carbonyl]-4-piperidyl]acetamid ClC1=CC=CC(=N1)N1CCC(CC1)CCN1N=C(C=2CCCCC12)C(=O)N1CCC(CC1)NC(C)=O